ClCC(COC1=CC2=C(OC[C@@H](C(N2C)=O)C=2C(=NC(=NC2)C(=O)N)C2=C(C=C(C=C2)F)F)C=C1)CO ((3S)-7-(3-chloro-2-(hydroxymethyl)propoxy)-5-methyl-4-oxo-2,3,4,5-tetrahydrobenzo[b]-[1,4]oxazepin-3-yl)-4-(2,4-difluorophenyl)pyrimidine-2-carboxamide